C1(CCCC1)C[Si](OCC)(OCC)CC1CCCCC1 (cyclopentyl)methyl-(cyclohexyl)methyl-diethoxysilane